6,8-dihydro-5H-[1,2,4]triazolo[5,1-c][1,4]oxazine-2-carboxamide N=1C(=NN2C1COCC2)C(=O)N